CC=1C(=CC=2C(CCC(C2C1)(C)C)(C)C)C(=C)C1=CC=C(C(=O)O)C=C1 4-(1-(3,5,5,8,8-pentamethyl-5,6,7,8-tetrahydronaphthalen-2-yl)vinyl)benzoic acid